2-chloro-7-(chloromethyl)-N-(1-(3,4,5-trimethoxyphenyl)-1H-imidazol-4-yl)quinazolin-4-amine ClC1=NC2=CC(=CC=C2C(=N1)NC=1N=CN(C1)C1=CC(=C(C(=C1)OC)OC)OC)CCl